COCCOC1=CC(=NC2=CC=C(C=C12)C1OCC1C(=O)N)C1=CN=C(S1)C (4-(2-methoxyethoxy)-2-(2-methylthiazol-5-yl)quinolin-6-yl)oxetan-3-carboxamide